tert-butyl (S)-4-(5-(6-(1-(tert-butoxy)-2-ethoxy-2-oxoethyl)-7-(4-chlorophenyl)-5-methylbenzo[d]thiazol-2-yl)-1-methyl-1H-pyrazolo[3,4-b]pyrazin-3-yl)piperidine-1-carboxylate C(C)(C)(C)O[C@H](C(=O)OCC)C1=C(C2=C(N=C(S2)C=2N=C3C(=NC2)N(N=C3C3CCN(CC3)C(=O)OC(C)(C)C)C)C=C1C)C1=CC=C(C=C1)Cl